ClC=1SC(=CN1)CNC1=NC=CC=C1 N-[(2-chlorothiazole-5-yl)methyl]Pyridin-2-amine